5-((((3S,4S)-8-(6-amino-5-((2-amino-3-chloropyridin-4-yl)thio)pyrazin-2-yl)-3-methyl-2-oxa-8-azaspiro[4.5]decan-4-yl)amino)methyl)-2-(2,6-dioxopiperidin-3-yl)isoindoline-1,3-dione NC1=C(N=CC(=N1)N1CCC2([C@@H]([C@@H](OC2)C)NCC=2C=C3C(N(C(C3=CC2)=O)C2C(NC(CC2)=O)=O)=O)CC1)SC1=C(C(=NC=C1)N)Cl